C(C=C)N(C1=CC2=C(OC(O2)(F)F)C=C1I)C N-allyl-2,2-difluoro-6-iodo-N-methyl-1,3-benzodioxol-5-amine